P(=O)(O)(O)C=C1N=C2C=CC=CC2=C1 C2-phosphonomethyleneindole